tert-butyl-dimethyl-Chlorosilane ethyl-7-bromo-4-hydroxy-1-isobutyl-2-oxo-1,2-dihydroquinoline-3-carboxylate C(C)OC(=O)C=1C(N(C2=CC(=CC=C2C1O)Br)CC(C)C)=O.C(C)(C)(C)[Si](Cl)(C)C